4-(Azidomethyl)-5-(3-(3-(2-(3-bromophenyl)-5-((2-methylbut-3-yn-2-yl)oxy)pentan-2-yl)-1H-1,2,4-triazol-5-yl)-4-fluorophenoxy)-6-fluoro-1H-indole N(=[N+]=[N-])CC1=C2C=CNC2=CC(=C1OC1=CC(=C(C=C1)F)C1=NC(=NN1)C(C)(CCCOC(C)(C#C)C)C1=CC(=CC=C1)Br)F